CC1(SSC(C1O)C)C 3,3,5-trimethyl-1,2-dithiolan-4-ol